5-bromo-1-((2-(trimethylsilyl)ethoxy)methyl)-1H-indazole-6-carbaldehyde BrC=1C=C2C=NN(C2=CC1C=O)COCC[Si](C)(C)C